3,6-dichloropyridinecarboxylic acid ClC=1C(=NC(=CC1)Cl)C(=O)O